C[C@H]1N(CCCC1)C(=O)O[C@H]1C[C@H](CC1)C1=CC(=NN1)NC(CC1=CC(=NO1)C)=O (1R,3S)-3-(3-{[(3-methyl-1,2-oxazol-5-yl)acetyl]amino}-1H-pyrazol-5-yl)cyclopentyl (2R)-2-methylpiperidine-1-carboxylate